C(C)(C)(C)C=1C(=C(C=C(C1)C(C)(C)C)O)C(CC)N1CCCC1 3,5-di-tert-butyl-2-(1-(pyrrolidin-1-yl)-prop-1-yl)phenol